(S)-N-(1-Amino-3-hydroxy-1-oxopropan-2-yl)-3-((5-bromo-3-chloro-2-hydroxyphenyl)sulfonamido)-2-hydroxy-5-(trifluoromethoxy)benzamide NC([C@H](CO)NC(C1=C(C(=CC(=C1)OC(F)(F)F)NS(=O)(=O)C1=C(C(=CC(=C1)Br)Cl)O)O)=O)=O